NC=1C=C(C=CC1)C1C(COC2=CC(=CC=C12)O)C1=CC=C(C=C1)O 1-cis-4-(3-aminophenyl)-3-(4-hydroxyphenyl)chroman-7-ol